FC1CN(C1)C1=C(C=C(C=C1)N(C(/C=C/C(=O)OCC)=O)C)C ethyl (E)-4-((4-(3-fluoroazetidin-1-yl)-3-methylphenyl) (methyl) amino)-4-oxobut-2-enoate